4-chloro-3-(4-((S)-2-(4,4-difluorocyclohexyl)-2-(2-methyl-1,2,3,4-tetrahydropyrrolo[1,2-a]pyrazine-6-carboxamido)acetamido)-2-fluorophenyl)-2-methylpyridine 1-oxide ClC1=C(C(=[N+](C=C1)[O-])C)C1=C(C=C(C=C1)NC([C@@H](NC(=O)C1=CC=C2N1CCN(C2)C)C2CCC(CC2)(F)F)=O)F